BrC1=CC(=C(C=C1)[C@@H]1CO[C@H](CN1)C)C (2s,5r)-5-(4-bromo-2-methylphenyl)-2-methylmorpholine